(R)-6-(5-amino-1-(1-cyanopiperidin-4-yl)-1H-pyrazol-4-yl)-4-(1-(5-fluoropyridin-2-yl)ethoxy)pyrazolo[1,5-a]pyridine-3-carbonitrile NC1=C(C=NN1C1CCN(CC1)C#N)C=1C=C(C=2N(C1)N=CC2C#N)O[C@H](C)C2=NC=C(C=C2)F